ClC=1C(=C(C=CC1)[C@@H]([C@@H](CCC)NC(=O)C=1C=2CC(NC2C=CC1)=O)O)C N-((1S,2R)-1-(3-chloro-2-methylphenyl)-1-hydroxypentan-2-yl)-2-oxoindoline-4-carboxamide